The molecule is an aminoimidazole that is 1H-imidazole substituted by an amino group at position 4. It derives from a hydride of a 1H-imidazole. C1=C(NC=N1)N